O=C1N(C(CC1)=O)C=1C(=C(C(=O)[O-])C=CC1)F 2,5-dioxopyrrolidin-1-yl-2-fluorobenzoate